C(C)(=O)C=1C(=NC(=CC1)N1C=NC2=C1C=CC(=C2)Br)N2N=C(C=C2C#N)C 2-[3-acetyl-6-(5-bromobenzimidazol-1-yl)-2-pyridinyl]-5-methyl-pyrazole-3-carbonitrile